C(C1=CC=CC=C1)OC(=O)N[C@@H]1CN(CC[C@H](CC1)O)C(=O)OCC1=CC=CC=C1 benzyl (3S,6S)-3-(((benzyloxy) carbonyl) amino)-6-hydroxyazacyclooctane-1-carboxylate